FC1=CC=C(C=C1)C1=NN(C=C1C=1C2=C(N=CN1)OC(=C2)B2OC(C(O2)(C)C)(C)C)C2CS(C2)(=O)=O 3-[3-(4-fluorophenyl)-4-[6-(4,4,5,5-tetramethyl-1,3,2-dioxaborolan-2-yl)furo[2,3-d]pyrimidin-4-yl]pyrazol-1-yl]-1λ6-thietane-1,1-dione